2-amino-N-[(1S,2S)-2-({4-[1-(2-hydroxyethyl)-1H-indol-5-yl]phenyl}methoxy)cyclopentyl]-5-(1-methyl-1H-pyrazol-4-yl)pyridine-3-carboxamide NC1=NC=C(C=C1C(=O)N[C@@H]1[C@H](CCC1)OCC1=CC=C(C=C1)C=1C=C2C=CN(C2=CC1)CCO)C=1C=NN(C1)C